sodium (1R,3S)-1-((2'-(benzyloxy)-3',6-difluoro-[1,1'-biphenyl]-3-yl)methyl)-3-(methylsulfonamido)cyclopentane-1-carboxylate C(C1=CC=CC=C1)OC1=C(C=CC=C1F)C1=CC(=CC=C1F)C[C@]1(C[C@H](CC1)NS(=O)(=O)C)C(=O)[O-].[Na+]